O1CC(CC1)N1N=CC=2C(NC=3C=CC=CC3C21)=O 1-(tetrahydrofuran-3-yl)-1H-pyrazolo[4,3-c]quinolin-4(5H)-one